CN(C(=O)NC=1C(N(C=C(C1)C(F)(F)F)C)=O)C1CCN(CC1)C=1N=C2C(=NC1)NC(=C2)C 1-methyl-3-(1-methyl-2-oxo-5-(trifluoromethyl)-1,2-dihydropyridin-3-yl)-1-(1-(6-methyl-5H-pyrrolo[2,3-b]pyrazin-2-yl)piperidin-4-yl)urea